C(CCCCCCCCCCCCCCCCCCC(C)C)I isodocosyl iodide